N-ethyl-N-(4-(trifluoromethoxy)phenyl)piperidine-1-carboxamide C(C)N(C(=O)N1CCCCC1)C1=CC=C(C=C1)OC(F)(F)F